1-dodecylpyrrolidine-2,4-dione C(CCCCCCCCCCC)N1C(CC(C1)=O)=O